N-(1-(2-chloro-6-fluoro-3-methoxyphenyl)-1,7-dihydropyrano[3,4-c]pyrazol-4(5H)-ylidene)-2-methylpropane-2-sulfinamide ClC1=C(C(=CC=C1OC)F)N1N=CC2=C1COCC2=NS(=O)C(C)(C)C